5-chloro-4-(4,4-difluoroazepan-1-yl)-2-(2-fluoro-4-pyridinyl)-1H-pyrimidin-6-one ClC1=C(N=C(NC1=O)C1=CC(=NC=C1)F)N1CCC(CCC1)(F)F